COC(CC1(OCCO1)CC1=C(C=CC(=C1)Cl)[N+](=O)[O-])=O.NC1=NC=2C=CC=CC2C2=C1N=C(N2CCOCCN(C(=O)C2CCCCC2)C)CCOC N-(2-{2-[4-amino-2-(2-methoxyethyl)-1H-imidazo[4,5-c]quinolin-1-yl]ethoxy}ethyl)-N-methylcyclohexanecarboxamide methyl-[2-(5-chloro-2-nitrobenzyl)-1,3-dioxolan-2-yl]acetate